C(C)(=O)C1C(C(NC1C1=CC=CC=C1)=O)=O 4-acetyl-5-phenylpyrrolidine-2,3-dione